4-(4-chloro-5-bromo-2-thienyl)-2-thiazoleamine ClC=1C=C(SC1Br)C=1N=C(SC1)N